4,4-difluoroazepane hydrogen chlorid Cl.FC1(CCNCCC1)F